NC1=NC(=C(C=2N1C(N(N2)CC2=NN(C=C2)C)=O)C2=CC(=NC(=C2)C)C)C2=CC=CC=C2 5-amino-8-(2,6-dimethyl-4-pyridinyl)-2-[(1-methylpyrazol-3-yl)methyl]-7-phenyl-[1,2,4]triazolo[4,3-c]pyrimidin-3-one